6-Bromo-3-(2-(6-bromo-4-oxochroman-3-yl)ethyl)-3-(hydroxymethyl)chroman-4-one BrC=1C=C2C(C(COC2=CC1)(CO)CCC1COC2=CC=C(C=C2C1=O)Br)=O